FC(C1=CC=C2C(CC3(COCC3)OC2=C1)=O)(F)F 7-(trifluoromethyl)-4',5'-dihydro-2'H-spiro[chromane-2,3'-furan]-4-one